CC1(N(CCN(C1)S(=O)(=O)C)C=1C=C2C=NN(C2=CC1)C=1C=C(C(=C(C1)O)F)C(F)(F)F)C 5-(5-(2,2-Dimethyl-4-(methyl-sulfonyl)piperazin-1-yl)-1H-indazol-1-yl)-2-fluoro-3-(trifluoromethyl)phenol